OC[Si](OC)(OC)OC Hydroxymethyl-trimethoxysilan